ClC=1C=CC(=NC1)CN1C(=NC2=C1C=CC(=C2)F)N2C[C@H]([C@@H](CC2)F)N (3R,4R)-1-(1-((5-chloro-2-pyridinyl)methyl)-5-fluoro-1H-benzimidazol-2-yl)-4-fluoro-3-piperidinamine